2-(5-fluoro-3-pyridyl)-N-[2-(1H-indol-3-yl)ethyl]-7,7-dimethyl-6,8-dihydropyrimido[5,4-b][1,4]oxazin-4-amine FC=1C=C(C=NC1)C=1N=C(C=2OCC(NC2N1)(C)C)NCCC1=CNC2=CC=CC=C12